The molecule is a hydroxy fatty acid ascaroside anion that is the conjugate base of oscr#37, obtained by deprotonation of the carboxy group; major species at pH 7.3. It is a conjugate base of an oscr#37. C[C@H]1[C@@H](C[C@H]([C@@H](O1)OCCCCCCCCCCCCCCCCCC/C=C/C(=O)[O-])O)O